N-(8-(methylamino)-5-(6-morpholinopyrazolo[1,5-a]pyridin-2-yl)-2,7-naphthyridin-3-yl)cyclopropanecarboxamide CNC=1N=CC(=C2C=C(N=CC12)NC(=O)C1CC1)C1=NN2C(C=CC(=C2)N2CCOCC2)=C1